O[C@@H]1C[C@H]2[C@@H]3CCC([C@@]3(C)CC[C@@H]2[C@]2(CCC(CC12)C(CCC(=O)O)CC)C)=O 4-(6beta-hydroxy-17-ketoandrostan-3-yl)hexanoic acid